COC([C@H](CCCC1=CC=C(C=C1)OCCOCCOCC)N1CCNCCNCCNCC1)=O.C1(=CC=CC=C1)[SiH](OCC1=C(C=CC=C1)OC)C1=CC=CC=C1 diphenyl-(2-methoxyphenyl)methoxysilane methyl-(2S)-5-{4-[2-(2-ethoxyethoxy)ethoxy]phenyl}-2-(1,4,7,10-tetraazacyclododecan-1-yl)pentanoate